ClC1=C(C=NN1C1CCS(CC1)(=NCC(F)(F)F)=O)[N+](=O)[O-] (1s,4s)-4-(5-chloro-4-nitro-1H-pyrazol-1-yl)-1-((2,2,2-trifluoroethyl)imino)hexahydro-1λ6-thiopyran 1-oxide